(cis)-Methyl 6-(3-((tert-butoxycarbonyl)amino)cyclobutyl)-4-(2-chloro-4-fluoro-phenyl)-2-(thiazol-2-yl)-1,4-dihydropyrimidine-5-carboxylate C(C)(C)(C)OC(=O)N[C@H]1C[C@H](C1)C1=C(C(N=C(N1)C=1SC=CN1)C1=C(C=C(C=C1)F)Cl)C(=O)OC